ClCC1=CC2=C(SC3=C2C=CC=C3)C=C1 2-(chloromethyl)dibenzo[b,d]thiophene